5-(4-cyclopropyl-6-methoxy-pyrimidin-5-yl)-7-methyl-1H-pyrazolo[4,3-d]pyrimidine C1(CC1)C1=NC=NC(=C1C=1N=C(C2=C(N1)C=NN2)C)OC